C(C1=CC=CC=C1)OC1=C2C=CC(=NC2=C(C=C1)C(C)C)C=1OC2=C(C1C)C=CC=C2 5-(Benzyloxy)-2-(3-methyl-1-benzofuran-2-yl)-8-(propan-2-yl)quinoline